methyl 6-(4-(1'-(4-chloro-3-fluorophenyl)-3-(methoxymethyl)-1',2'-dihydrospiro[cyclobutane-1,3'-pyrrolo[3,2-b]pyridine]-5'-carbonyl)-3,3-dimethylpiperazin-1-yl)-2,4-dimethylnicotinate ClC1=C(C=C(C=C1)N1CC2(C3=NC(=CC=C31)C(=O)N3C(CN(CC3)C3=NC(=C(C(=O)OC)C(=C3)C)C)(C)C)CC(C2)COC)F